C(C)(C)(C)OC(=O)N1CC(CCC1)C=1SC(=NN1)C1=CC=CC=C1 3-(5-phenyl-1,3,4-thiadiazol-2-yl)piperidine-1-carboxylic acid tert-butyl ester